C1(CC1)CC1(CCC2(OCCO2)CC1)CCO 2-(8-(Cyclopropylmethyl)-1,4-dioxaspiro[4.5]decan-8-yl)ethan-1-ol